FC=1C(=C(C(=O)NOCCCC=C)C=C(C1F)CC1=C(C(=NC=C1)NS(=O)(=O)NC)F)NC1=C(C=C(C=C1)I)F 3,4-difluoro-5-((3-fluoro-2-((N-methylaminosulfonyl)amino)pyridin-4-yl)methyl)-2-((2-fluoro-4-iodophenyl)amino)-N-(pent-4-en-1-yloxy)benzamide